O=C[C@H](O)[C@@H](O)[C@H](O)C(=O)C(=O)O 5-dehydro-D-glucuronic acid